2-Amino-7-(4-fluorobenzyl)-9-((2R,3R,5S)-3-hydroxy-5-(hydroxymethyl)tetrahydrofuran-2-yl)-7,9-dihydro-1H-purin-6,8-dion NC=1NC(C=2N(C(N(C2N1)[C@@H]1O[C@@H](C[C@H]1O)CO)=O)CC1=CC=C(C=C1)F)=O